3,4,6-trimethyl-benzaldehyde CC=1C=C(C=O)C(=CC1C)C